FC1(CC2(C1)CC(N(CC2)CC2=C1C=CNC1=C(C=C2OC)C)C2=CC=C(C(=O)NC1COC1)C=C2)F 4-(2,2-difluoro-7-((5-methoxy-7-methyl-1H-indol-4-yl)methyl)-7-azaspiro[3.5]nonan-6-yl)-N-(oxetan-3-yl)benzamide